C1(CCC(N1OC(=O)[C@@H]1CC[C@H](CC1)CN1C(C=CC1=O)=O)=O)=O trans-4-[maleimidomethyl]cyclohexane-1-carboxylic acid succinimidyl ester